2-chloro-4-(1,1-difluoropropan-2-yl)pyridine ClC1=NC=CC(=C1)C(C(F)F)C